1-(3-iodobenzyl)-4-(3-(1-methyl-1H-pyrazol-4-yl)-1H-indazol-5-yl)pyridin-2(1H)-one IC=1C=C(CN2C(C=C(C=C2)C=2C=C3C(=NNC3=CC2)C=2C=NN(C2)C)=O)C=CC1